FC=1C=C2C(NC=3CCCC(C3C2=CC1)N(C(=O)C=1NC2=CC=CC=C2C1)C)=O N-(8-fluoro-6-oxo-1,2,3,4,5,6-hexahydrophenanthridin-1-yl)-N-methyl-1H-indole-2-carboxamide